Cl.Cl.FC(COC([C@H](CC1=CC=C(C=C1)C=1C=NC=CC1)N)=O)(F)F.C(C)C1=CC=2C(=C3C(C4=CC=CC=C4C(=C3C(C2C=C1)=O)OC1=CC=C(C=C1)C)=O)OC1=CC=C(C=C1)C 2-ethyl-5,11-dioxo-6,12-bis(p-toluyloxy)naphthacene 2,2,2-Trifluoroethyl-(S)-2-amino-3-(4-(pyridin-3-yl)phenyl)propanoate dihydrochloride